[C-]#[C-].[C-]#[C-].[C-]#[C-].[Sn+4] tin triacetylide